2-[4-[4-[[(3RS)-2,6-dioxo-3-piperidinyl]amino]phenyl]-1-piperidinyl]acetic acid tert-butyl ester C(C)(C)(C)OC(CN1CCC(CC1)C1=CC=C(C=C1)N[C@H]1C(NC(CC1)=O)=O)=O |r|